tert-butyl 1-(4-chloro-3-fluorophenyl)-2-oxo-1,9-diazaspiro[5.5]undecane-9-carboxylate ClC1=C(C=C(C=C1)N1C(CCCC12CCN(CC2)C(=O)OC(C)(C)C)=O)F